4-cyano-4'-ethyl-p-terphenyl C(#N)C1=CC=C(C=C1)C1=CCC(C=C1)(C1=CC=CC=C1)CC